4-(2,6-difluoro-4-(trifluoromethyl)benzyl)-1-(2-(pyrimidin-4-yl)nicotinoyl)piperidine-4-carbonitrile FC1=C(CC2(CCN(CC2)C(C2=C(N=CC=C2)C2=NC=NC=C2)=O)C#N)C(=CC(=C1)C(F)(F)F)F